O[C@]1(COCC2=C1NC(C1=C2C=C(S1)C1=CC=NC=C1)=O)C(C)C |r| racemic-4-hydroxy-4-isopropyl-8-(pyridin-4-yl)-1,3,4,5-tetrahydro-6H-pyrano[4,3-b]thieno[3,2-d]pyridin-6-one